2,2-Bis(hydroxymethyl)-2,2',2''-nitrilotriethanol OCC(CO)(N(CCO)CCO)CO